CC(C)C1=C(C=C2C(=C1)CC[C@@H]3[C@]24CCC[C@@]3(CO[C@H]4OC)C)O The molecule is an abietane diterpenoid isolated from the stem bark of Fraxinus sieboldiana. It has a role as a plant metabolite. It is an abietane diterpenoid, a cyclic ether and a tetracyclic diterpenoid.